1-(2,2-difluorocyclohexyl)piperazine hydrochloride Cl.FC1(C(CCCC1)N1CCNCC1)F